ClC1=NC=C(C(=O)O)C(=C1)NCC1=CC=C(C=C1)C=1N(C=C(N1)C(F)(F)F)C 6-chloro-4-((4-(1-methyl-4-(trifluoromethyl)-1H-imidazol-2-yl)benzyl)amino)nicotinic acid